(S)-1-(4-(7-(3-amino-5-methyl-1H-indazol-4-yl)-6-chloro-2-(3-(dimethylamino)azetidin-1-yl)-8-fluoroquinazolin-4-yl)piperazin-1-yl)prop-2-en-1-one NC1=NNC2=CC=C(C(=C12)C1=C(C=C2C(=NC(=NC2=C1F)N1CC(C1)N(C)C)N1CCN(CC1)C(C=C)=O)Cl)C